CN1N=CC(=C1)NC1=CC(=NC=N1)C=1C=C(C=CC1)NC(C=C)=O N-(3-(6-((1-methyl-1H-pyrazol-4-yl)amino)pyrimidin-4-yl)phenyl)acrylamide